3-(aminomethyl)-N-tert-butylbenzenesulfonamide hydrochloride Cl.NCC=1C=C(C=CC1)S(=O)(=O)NC(C)(C)C